OC1(CCN(CC12CCCC2)C(=O)N2[C@@H](CN(CC2)C(=O)OC(C)(C)C)C2=CC=CC=C2)CN2C(COCC2)=O tert-butyl (3R)-4-(10-hydroxy-10-((3-oxomorpholino)methyl)-7-azaspiro[4.5]decane-7-carbonyl)-3-phenylpiperazine-1-carboxylate